3,4-dichloro-5-fluoro-N-((6-methoxy-1-methyl-1H-benzimidazol-7-yl)methyl)benzamide ClC=1C=C(C(=O)NCC2=C(C=CC3=C2N(C=N3)C)OC)C=C(C1Cl)F